COC=1C=C(CN(C(=O)OCOCOC=2C=CC=NC2)CC2=CC(=CC=C2)OC)C=CC1 5-[bis(3-methoxybenzyl)aminocarbonyloxymethoxymethoxy]pyridine